(3R,4R)-1-(1-((2,4-dimethylthiazol-5-yl)methyl)-5-fluoro-1H-benzo[d]imidazol-2-yl)-4-fluoropiperidin-3-amine CC=1SC(=C(N1)C)CN1C(=NC2=C1C=CC(=C2)F)N2C[C@H]([C@@H](CC2)F)N